C(C1=CC=CC=C1)OC1=CC=C2C(C(OCC2=C1)C1=CC(=CC=C1)OC(F)(F)F)C1=CC=C(C=C1)Br 7-(benzyloxy)-4-(4-bromophenyl)-3-(3-(trifluoromethoxy)phenyl)isochromane